CC1(OC[C@H]2N1C(C=C2)=O)C (S)-3,3-dimethyl-1,7a-dihydro-pyrrolo[1,2-c]Oxazol-5-one